CN1N=NC2=C1C=CC(=C2C)C(C(C(=O)O)(C)C)C2=CC(=C(C=C2)C)CN2C[C@H](OC1=C(C2)C=C2C(=CC=CC2=C1)F)CC 3-(1,4-dimethyl-1H-benzo[d][1,2,3]triazol-5-yl)-3-(3-(((R)-2-ethyl-7-fluoro-2,3-dihydronaphtho[2,3-f][1,4]oxazepin-4(5H)-yl)methyl)-4-methylphenyl)-2,2-dimethylpropanoic acid